t-Butyl ((2S,3S,4R)-1-((t-butyldimethylsilyl)oxy)-3,4-dihydroxyoctadecane-2-yl)carbamate [Si](C)(C)(C(C)(C)C)OC[C@@H]([C@@H]([C@@H](CCCCCCCCCCCCCC)O)O)NC(OC(C)(C)C)=O